FC(C1=NC(=NO1)C1=CC=2CN(CCC2S1)S(=O)(=O)C1=CC=C(C=C1)C(F)(F)F)(F)F 5-(trifluoromethyl)-3-(5-((4-(trifluoromethyl)phenyl)sulfonyl)-4,5,6,7-tetrahydrothieno[3,2-c]pyridin-2-yl)-1,2,4-oxadiazole